ClC=1C=C2C(N(C(=NC2=CC1OC)S)C1=C(C=C(C(=C1)OC)Cl)Cl)=O 6-chloro-3-(2,4-dichloro-5-methoxyphenyl)-2-mercapto-7-methoxyquinazolin-4(3H)-one